FCS(=O)(=O)N[C@@H]1[C@@H](N(CC12CC2)C(=O)[C@@H]2OCC2)CC=2C(=C(C=CC2)C2=CC(=CC=C2)C)F 1-fluoro-N-((6S,7S)-6-((2-fluoro-3'-methyl-[1,1'-biphenyl]-3-yl)methyl)-5-((R)-oxetane-2-carbonyl)-5-azaspiro[2.4]heptan-7-yl)methanesulfonamide